FC=1C=C(C=CC1F)[C@@H](CN1CCNCC1)NS(=O)(=O)C1=CC=C(C=C1)OC(F)(F)F (S)-N-(1-(3,4-difluorophenyl)-2-(piperazin-1-yl)ethyl)-4-(trifluoromethoxy)benzenesulfonamide